4,5-difluoro-2-methoxybenzoic acid FC1=CC(=C(C(=O)O)C=C1F)OC